CC1=NNC(=C1[N+](=O)[O-])C(=O)OCC Ethyl 3-methyl-4-nitro-1H-pyrazole-5-carboxylate